CN1C(C2=C(C(=C1)B1OC(C(O1)(C)C)(C)C)C=C(N2S(=O)(=O)C2=CC=C(C)C=C2)C(=O)OCC)=O ethyl 6-methyl-7-oxo-4-(4,4,5,5-tetramethyl-1,3,2-dioxaborolan-2-yl)-1-tosyl-6,7-dihydro-1H-pyrrolo[2,3-c]pyridine-2-carboxylate